tert-butyl (1S,4R,5R)-4-hydroxy-2,6-diazabicyclo[3.2.0]Heptane-2-carboxylate O[C@@H]1CN([C@H]2CN[C@@H]12)C(=O)OC(C)(C)C